BrC=1C=C(C=CC1)CCC(=O)C=1N(C=CC1)C 3-(3-bromophenyl)-1-(N-methyl-pyrrol-2-yl)propan-1-one